3-((cis)-6,6-difluorohexahydropyrrolo[3,2-b]pyrrol-1(2H)-yl)-2-fluoro-2-methylpropanoic acid FC1(CN[C@@H]2[C@H]1N(CC2)CC(C(=O)O)(C)F)F